[PH2](OC(C1=C(C(=C(C=C1C)C)C1=CC=CC=C1)C)=O)=O.[Li] lithium phenyl(2,4,6-trimethylbenzoyl) phosphinate